COC=1C(=CC=2C(=C3C(=NC2C1)CCC3)N[C@H]3CN(CCOC3)C)OC (6S)-N-{6,7-dimethoxy-1H,2H,3H-cyclopenta[b]quinolin-9-yl}-4-methyl-1,4-oxazepan-6-amine